C(C)(C)ON=C1C2=CC=CC=C2C(C=2[NH+](CN(C21)C)C)=O (E)- or (Z)-4-(isopropoxyimino)-1,3-dimethyl-9-Oxo-4,9-dihydro-1H-naphtho[2,3-d]imidazolium